C(C)(=O)NC=1NC(C2=C(N1)NC=C2CCC2=CC=C(C(=O)O)C=C2)=O 4-[2-(2-acetylamino-4,7-dihydro-4-oxo-3H-pyrrolo[2,3-d]pyrimidin-5-yl)ethyl]benzoic acid